3'-[1-(4-Amino-3-methyl-1H-pyrazolo[3,4-d]pyrimidin-1-yl)ethyl]-5'-chloro-3-fluoro-2'-methoxy-N,6'-dimethylbiphenyl-4-carboxamide Trifluoroacetate FC(C(=O)O)(F)F.NC1=C2C(=NC=N1)N(N=C2C)C(C)C=2C(=C(C(=C(C2)Cl)C)C2=CC(=C(C=C2)C(=O)NC)F)OC